5-{6-[2-(5,7-Difluoro-2,4-dimethyl-indol-1-yl)-ethylamino]-pyrimidin-4-yl}-3-ethoxy-thiophene-2-carboxylic acid FC=1C(=C2C=C(N(C2=C(C1)F)CCNC1=CC(=NC=N1)C1=CC(=C(S1)C(=O)O)OCC)C)C